4-(8-bromo-3-methylpyrido[1,2-a]indol-10-yl)-2,6-di-tert-butylphenol BrC1=CC=2N(C3=CC(=CC=C3C2C2=CC(=C(C(=C2)C(C)(C)C)O)C(C)(C)C)C)C=C1